BrC1=C(C=C(COC[C@H]2[C@H](C2)C2CCN(CC2)C2=NC=C(C=N2)COC)C=C1)F 2-(4-((1R,2R)-2-(((4-bromo-3-fluorobenzyl)oxy)methyl)cyclopropyl)piperidin-1-yl)-5-(methoxymethyl)pyrimidine